2-(2-((dimethylsilyl)oxy)ethyl)-2H-indazole-3-carboxylic acid methyl ester COC(=O)C=1N(N=C2C=CC=CC12)CCO[SiH](C)C